C(C)C1=C2C(=NC=C1B1OC(C(O1)(C)C)(C)C)NC(C2(C)C)=O 4-ethyl-3,3-dimethyl-5-(4,4,5,5-tetramethyl-1,3,2-dioxaborolan-2-yl)-1,3-dihydro-2H-pyrrolo[2,3-b]pyridin-2-one